Cl.C(C1=CC=CC=C1)OC[C@]1(CN(CC1)C(C)(C)C=1C=CC(=NC1)C)COCC (R)-5-(2-(3-((benzyloxy)methyl)-3-(ethoxymethyl)pyrrolidin-1-yl)propan-2-yl)-2-methylpyridine HCl